C(CCC)C(C(=O)O)=C.C(C=C)(=O)OCCCC butyl acrylate (butyl prop-2-enoate)